C(C)(=O)N[C@H]1C(O)O[C@@H]([C@H]([C@@H]1O)O)CO D-N-acetylglucosamine